C(CCCCCCC)SCC1=CC(=C(C(=C1)CSCCCCCCCC)O)C 4,6-di(octylthiomethyl)-2-methylphenol